(2S,4R)-2-amino-4-methyl-octanoic acid N[C@H](C(=O)O)C[C@@H](CCCC)C